7-methyleneisoindole-1-carboxamide hydrochloride Cl.C=C1C=CC=C2C=NC(=C12)C(=O)N